4-(dimethoxyphosphoryl)benzoic acid COP(=O)(OC)C1=CC=C(C(=O)O)C=C1